NC1=CC=C(C=N1)C=1C(=[N+](C=CC1C)[O-])C 6'-amino-2,4-dimethyl-[3,3'-bipyridine] 1-oxide